5-(nonadecan-3-yl)oxazol-2(3H)-one CCC(CCCCCCCCCCCCCCCC)C1=CNC(O1)=O